5-((3-fluoro-5-(3-oxo-5-phenyl-6,7-dihydro-3H-pyrrolo[2,1-c][1,2,4]triazol-2(5H)-yl)pyridin-2-yl)oxy)-4-methylthiazole-2-carboxylic acid methyl ester COC(=O)C=1SC(=C(N1)C)OC1=NC=C(C=C1F)N1N=C2N(C1=O)C(CC2)C2=CC=CC=C2